N-(3-cyanopyridin-4-yl)-1H-indole-2-carboxamide C(#N)C=1C=NC=CC1NC(=O)C=1NC2=CC=CC=C2C1